2-[1-(2,2-difluoroethyl)-1H-pyrazolo[3,4-b]pyrazin-6-yl]-7-[3-(trifluoromethyl)pyridin-2-yl]-2,7-diazaspiro[3.5]nonane FC(CN1N=CC=2C1=NC(=CN2)N2CC1(C2)CCN(CC1)C1=NC=CC=C1C(F)(F)F)F